CON(C(=O)C=1OC=CN1)C N-methoxy-N-methylOxazole-2-carboxamide